N-methyl-N-ethyl-morpholinium chloride [Cl-].C[N+]1(CCOCC1)CC